C(C=1C(O)=CC=CC1)(=O)OC/C=C(/CCC[C@@H](CCC[C@@H](CCCC(C)C)C)C)\C phytol salicylate